COC1(COC1)C1=CC=C(C=C1)C(=O)N1CCC(CC1)C1=CC=C(C=C1)SC (4-(3-methoxyoxetan-3-yl)phenyl)(4-(4-(methylthio)phenyl)piperidin-1-yl)methanone